ClC1=NC=2N(C(=C1F)Cl)N=CC2C#N 5,7-dichloro-6-fluoropyrazolo[1,5-a]pyrimidine-3-carbonitrile